3,3'-bis(bromomethyl)biphenyl 2,2'-di(trifluoromethyl)diaminobiphenyl-sulfate S(=O)(=O)(O)O.FC(C1=C(C=CC(=C1N)N)C1=C(C=CC=C1)C(F)(F)F)(F)F.BrCC=1C=C(C=CC1)C1=CC(=CC=C1)CBr